BrC1=CC2=C(N=C3SC4=C(N3C2=O)C=CC=C4)S1 2-Bromo-4H-thieno[2',3':4,5]pyrimido[2,1-b]benzthiazol-4-on